COC1=CC=C(CN(S(=O)(=O)CCN(CCC(=O)OCC)C)CC2=CC=C(C=C2)OC)C=C1 Ethyl 3-((2-(N,N-bis(4-methoxybenzyl)sulfamoyl)ethyl)(methyl)amino)propanoate